COC(=O)C1=C(C=NC2=C1OCCN2C2=NC=C(N=C2)NC=2SC1=C(N2)C=CC=C1)C=1C=NN(C1C)CC12CC3CC(CC(C1)C3)C2 7-(1-(adamantan-1-ylmethyl)-5-methyl-1H-pyrazol-4-yl)-4-(5-(benzo[d]thiazol-2-ylamino)pyrazin-2-yl)-3,4-dihydro-2H-pyrido[3,2-b][1,4]oxazine-8-carboxylic acid methyl ester